ClC1=CC=C(C(=N1)C)S(=O)(=O)N1CC2(C1)CC(CC2)N2CCOCC2 4-(2-((6-Chloro-2-methylpyridin-3-yl)sulfonyl)-2-azaspiro[3.4]octan-6-yl)morpholine